FC(CN(C(O)=O)C1=C(C(=NN1C)C1CC(C1)(F)F)C1CCC1)(C)C.COC1=C(C=CC=C1)C=1SC=C(C1)C(F)(F)F 2-(2-methoxyphenyl)-4-(trifluoromethyl)thiophene 2-fluoro-2-methylpropyl-(4-cyclobutyl-3-(3,3-difluorocyclobutyl)-1-methyl-1H-pyrazol-5-yl)carbamate